CC1(CC2=CC=3C=C(CC3C=C2C1)C)C 2,2,6-trimethyl-1,2,3,5-tetrahydro-s-indacene